N-(1-(3,3-difluorocyclobutyl)-1H-pyrazolo[3,4-b]pyrazin-6-yl)-4-((2-hydroxyethyl)sulfonyl)-2-(6-azaspiro[2.5]oct-6-yl)benzamide FC1(CC(C1)N1N=CC=2C1=NC(=CN2)NC(C2=C(C=C(C=C2)S(=O)(=O)CCO)N2CCC1(CC1)CC2)=O)F